N,N'-di-[2-(p-xylenesulfonyloxy)phenyl]urea C1(CC=C(C=C1)C)(C)S(=O)(=O)OC1=C(C=CC=C1)NC(=O)NC1=C(C=CC=C1)OS(=O)(=O)C1(CC=C(C=C1)C)C